2-amino-N-benzyl-4,5-dimethoxybenzamide NC1=C(C(=O)NCC2=CC=CC=C2)C=C(C(=C1)OC)OC